ClC1=CC2=C(N(C(N2C2CCN(CC2)CC2=CC=C(C=C2)F)=O)CC(=O)N(C)C)C=C1Cl 2-(5,6-dichloro-3-(1-(4-fluorobenzyl)piperidin-4-yl)-2-oxo-2,3-dihydro-1H-benzo[d]imidazol-1-yl)-N,N-dimethylacetamide